tert-butyl 4-(2-(methoxycarbonyl)-4-((3-(4-(2-(4-methoxyphenyl) propan-2-yl) thiazol-2-yl) ureido) methyl) phenyl)-2-methylpiperazine-1-carboxylate COC(=O)C1=C(C=CC(=C1)CNC(=O)NC=1SC=C(N1)C(C)(C)C1=CC=C(C=C1)OC)N1CC(N(CC1)C(=O)OC(C)(C)C)C